O1[C@H]2[C@@H]([C@H](C1)CN)OC[C@@H]2CN ((3S,3aR,6S,6aR)-hexahydrofuro[3,2-b]furan-3,6-diyl)dimethanamine